NCCCN1C(N(CC1)C(=O)NC(C(=O)N[C@@H]1B(OC2=C(C1)C=CC=C2C(=O)O)O)C2=CC=C(C=C2)P(=O)(O)O)=O (3R)-3-(2-(3-(3-aminopropyl)-2-oxoimidazolidine-1-carboxamido)-2-(4-phosphonophenyl)acetamido)-2-hydroxy-3,4-dihydro-2H-benzo[e][1,2]oxaborinine-8-carboxylic acid